6-(4-chlorophenyl)-8,8-dimethyl-spiro[2.5]oct-5-ene-5-carbaldehyde ClC1=CC=C(C=C1)C1=C(CC2(CC2)C(C1)(C)C)C=O